C(C)(C)(C)OC(=O)N1C[C@@H](CCC1)NC1=NN=C(C2=CC=C(C=C12)F)C1=C(C=C(C=C1)C#C[Si](C)(C)C)OC (R)-3-((7-fluoro-4-(2-methoxy-4-((trimethylsilyl)ethynyl)phenyl)phthalazin-1-yl)amino)piperidine-1-carboxylic acid tert-butyl ester